ClC(CC(=O)OC)=O methyl 3-chloro-3-oxopropanoate